ClC1=C(C=CC(=C1)F)[C@H](C)NC(=O)[C@]1(C=2C=CC=NC2[C@@](CC1)(C)O)F (5S,8S)-N-((S)-1-(2-chloro-4-fluorophenyl)ethyl)-5-fluoro-8-hydroxy-8-methyl-5,6,7,8-tetrahydro-quinoline-5-carboxamide